2-[4-(4-Acetylpiperazin-1-yl)phenyl]-6-chloro-N-[1-(4-methoxybenzyl)piperidin-4-yl]-3H-imidazo[4,5-b]pyridin-7-amine C(C)(=O)N1CCN(CC1)C1=CC=C(C=C1)C1=NC=2C(=NC=C(C2NC2CCN(CC2)CC2=CC=C(C=C2)OC)Cl)N1